8-[6-({3-(Aminomethyl)benzyl}amino)pyridin-3-yl]-1-cyclopropyl-3-propylxanthine NCC=1C=C(CNC2=CC=C(C=N2)C2=NC=3N(C(N(C(C3N2)=O)C2CC2)=O)CCC)C=CC1